O1CCN(CC1)C=1C2=C(N=CN1)NC(=C2)C2=CC=C(C=C2)NC(CC2=CC=C(C=C2)[N+](=O)[O-])=O N-(4-(4-morpholino-7H-pyrrolo[2,3-d]pyrimidin-6-yl)phenyl)-2-(4-nitrophenyl)acetamide